C(C)(=O)C=1C=C2CC(CC2=CC1)NC(C(CC1=CC=CC=C1)N1C(CN(C(C1)=O)C1=C(C=CC(=C1)Cl)N1N=NN=C1)=O)=O N-(5-acetyl-2,3-dihydro-1H-inden-2-yl)-2-(4-(5-chloro-2-(1H-tetrazol-1-yl)phenyl)-2,5-dioxopiperazin-1-yl)-3-phenylpropanamide